ClC1=C(C=C2C(=N1)N=C(O2)N2CCCCC2)[N+](=O)[O-] 5-chloro-6-nitro-2-(piperidin-1-yl)oxazolo[4,5-b]pyridine